C(#N)CNC=1C=C(C(=O)OC)C=CC1C1CC2(CC(C2)(F)F)CCN1CC1=C2C=CNC2=C(C=C1OC)C methyl 3-((cyanomethyl)amino)-4-(2,2-difluoro-7-((5-methoxy-7-methyl-1H-indol-4-yl)methyl)-7-azaspiro[3.5]nonan-6-yl)benzoate